methyl 3,3,3-trifluoro-2-oxo-propanoate FC(C(C(=O)OC)=O)(F)F